2-(2-Cyclohexyl-6-(morpholine-4-carbonyl)-7-oxopyrazolo[1,5-a]pyrimidin-4(7H)-yl)-N-(5-fluoropyridin-2-yl)acetamide C1(CCCCC1)C1=NN2C(N(C=C(C2=O)C(=O)N2CCOCC2)CC(=O)NC2=NC=C(C=C2)F)=C1